FC1(CC1)C(=O)N[C@H](C(=O)N1[C@@H](C[C@H](C1)O)C(=O)NCC1=C(OCCCCCCCCCC(=O)O)C=C(C=C1)C1=C(N=CS1)C)C(C)(C)C 10-(2-(((2s,4r)-1-((S)-2-(1-fluorocyclopropane-1-carboxamido)-3,3-dimethylbutyryl)-4-hydroxypyrrolidine-2-carboxamido)methyl)-5-(4-methylthiazol-5-yl)phenoxy)decanoic acid